BrC1=CC(=C(C=C1)C(CCCCC)O)C1=NN=NN1 1-(4-Bromo-2-(1H-tetrazol-5-yl)phenyl)hexan-1-ol